C(=O)(O)C(CNC)(C(=O)O)C(=O)O (Tris-carboxyethyl)aminomethane